C(C)O\C(=C/OC1=CC=C(C=C1)CN1N=CC(=C1)CC#N)\C(F)(F)F 1-[[4-[[(1Z)-2-ethoxy-3,3,3-trifluoro-1-propen-1-yl]oxy]phenyl]methyl]-1H-pyrazole-4-acetonitrile